F[B-](F)(F)F.F[B-](F)(F)F.C methane bis(tetrafluoroborate)